1-(methanesulfonamido)-2-naphthoic acid CS(=O)(=O)NC1=C(C=CC2=CC=CC=C12)C(=O)O